(S)-ethyl 2-(1-(1-(3-chloro-5-fluoro-2-((4-methoxyphenoxy) methyl) phenyl) ethyl)-3-(2-ethoxy-2-oxoethyl)ureido)acetate ClC=1C(=C(C=C(C1)F)[C@H](C)N(C(=O)NCC(=O)OCC)CC(=O)OCC)COC1=CC=C(C=C1)OC